3-{4-[(2-amino-5-pyrimidinyl)oxy]phenyl}-1-[4-fluoro-3-(trifluoromethyl)phenyl]-2,4-imidazolidinedione NC1=NC=C(C=N1)OC1=CC=C(C=C1)N1C(N(CC1=O)C1=CC(=C(C=C1)F)C(F)(F)F)=O